1-methyl 5-(1,3-dioxoisoindolin-2-yl) (((9H-fluoren-9-yl)methoxy)carbonyl)-L-glutamate C1=CC=CC=2C3=CC=CC=C3C(C12)COC(=O)N[C@@H](CCC(=O)ON1C(C2=CC=CC=C2C1=O)=O)C(=O)OC